COC(C[C@@H](C#CC)C1=CC=C(C=C1)OC\C=C(\CC\C=C(\CCC=C(C)C)/C)/C)=O |r| (3R/S)-3-(4-{[(2E,6E)-3,7,11-trimethyldodeca-2,6,10-trien-1-yl]oxy}-phenyl)hex-4-ynoic acid methyl ester